(6-Chlorochroman-3-yl)-[6-(3-chloro-1H-pyrazol-4-yl)-1-[2-(dimethylamino)ethyl]indol-3-yl]methanone ClC=1C=C2CC(COC2=CC1)C(=O)C1=CN(C2=CC(=CC=C12)C=1C(=NNC1)Cl)CCN(C)C